ClC=1C=C(C=CC1F)C=1N=CN(C1C=1C=CC=2N(N1)C(=CN2)C(=O)N)C2CC(C2)O 6-(4-(3-chloro-4-fluorophenyl)-1-((1s,3s)-3-hydroxycyclobutyl)-1H-imidazol-5-yl)imidazo[1,2-b]pyridazine-3-carboxamide